ClC1=C(C=CC=C1C1=C(C(=NC=C1)Cl)Cl)C1=CC=C(C(=N1)OC)CN1CC2(C1)CC(NC2)=O 2-[[6-[2-chloro-3-(2,3-dichloro-4-pyridyl)phenyl]-2-methoxy-3-pyridyl]methyl]-2,7-diazaspiro[3.4]octan-6-one